methyl 3-[(1-[[6-oxo-5-(trifluoromethyl)-1,6-dihydropyridazin-4-yl]amino]-2,3-dihydro-1H-inden-2-yl)oxy]propanoate TFA salt OC(=O)C(F)(F)F.O=C1C(=C(C=NN1)NC1C(CC2=CC=CC=C12)OCCC(=O)OC)C(F)(F)F